C(C)OC=1N=C2C(=CC=NC2=CC1OC)OC1=C(C=C(C=C1)NC(=O)C=1C=NC(=C(C1O)C1=C(C=C(C=C1)F)C)C)F N-[4-[(6-ethoxy-7-methoxy-1,5-naphthyridin-4-yl)oxy]-3-fluorophenyl]-5-(4-fluoro-2-methylphenyl)-4-hydroxy-6-methylpyridine-3-carboxamide